5-pyrazin-2-yl-1,3,4-oxadiazole-2-thiol N1=C(C=NC=C1)C1=NN=C(O1)S